(R)-1-(5-chloro-3-fluoropyridin-2-yl)-3-((1r,3R)-3-hydroxycyclobutyl)-4-(4-(trifluoromethyl)benzyl)piperazine-2,5-dione ClC=1C=C(C(=NC1)N1C([C@H](N(C(C1)=O)CC1=CC=C(C=C1)C(F)(F)F)C1CC(C1)O)=O)F